N,N'-di-sec-octyl m-phenylenediamine tert-butyl (2R,5S)-4-(5-(2-fluorophenyl)-7-tosyl-7H-pyrrolo[2,3-d]pyrimidin-4-yl)-2,5-dimethylpiperazine-1-carboxylate FC1=C(C=CC=C1)C1=CN(C=2N=CN=C(C21)N2C[C@H](N(C[C@@H]2C)C(=O)OC(C)(C)C)C)S(=O)(=O)C2=CC=C(C)C=C2.C(C)(CCCCCC)NC2=CC(=CC=C2)NC(C)CCCCCC